CN1C[C@@H]([C@H](CC1)NC(=O)C1=CC(=CC=2N(C=NC21)CC(F)(F)F)C#CCNC2=C(C=C(C=C2)S(=O)(=O)C)OC)C N-[(3S,4S)-1,3-dimethyl-4-piperidyl]-6-[3-(2-methoxy-4-methylsulfonyl-anilino)prop-1-ynyl]-1-(2,2,2-trifluoroethyl)benzimidazole-4-carboxamide